COC(CCCCNCCCOCCOCCOCCCNCCCCC)=O 10,13,16-trioxa-6,20-diaza-pentacosane-1-oic acid methyl ester